dibromo-1,1'-biphenyl C1=CC=C(C=C1)C2=C(C(=CC=C2)Br)Br